4-[1-(1-cyclopentyl-4,4-difluorobutyl)-1H-pyrazol-4-yl]-7H-pyrrolo[2,3-d]pyrimidine trifluoroacetate salt FC(C(=O)O)(F)F.C1(CCCC1)C(CCC(F)F)N1N=CC(=C1)C=1C2=C(N=CN1)NC=C2